CCCCCCCCCCCCCCCCCC(=O)O[C@H](COCCCCCCCCCCCCCCCC)COP(=O)(O)OC[C@H](CO)O 1-hexadecyl-2-octadecanoyl-glycero-3-phospho-(1'-sn-glycerol)